CC12CCCC(CC1)(C2)C 1,5-dimethyl-bicyclo[3.2.1]octane